2-(3-fluorophenyl)-N-[(2S)-2-hydroxy-3-methylbutyl]-6-(4-methylphenyl)-3-oxo-2,3-dihydropyridazine-4-carboxamide FC=1C=C(C=CC1)N1N=C(C=C(C1=O)C(=O)NC[C@H](C(C)C)O)C1=CC=C(C=C1)C